FC(C=1C(=NNC1)[C@@H]1[C@@H](N(CCC1)C(=O)OC)CO[C@@H]1CC[C@@H](CC1)C1=CC=CC=C1)F methyl (2R,3S)-3-(4-(difluoromethyl)-1H-pyrazol-3-yl)-2-((((CIS)-4-phenylcyclohexyl)oxy)methyl)-piperidine-1-carboxylate